N-((3S,4S)-3-((6-(2,6-dichloro-3,5-di-methoxyphenyl)-8-(2-(isopropyl-amino)ethyl)pyrido[3,4-d]pyrimidin-2-yl)amino)tetrahydro-2H-pyran-4-yl)acrylamide ClC1=C(C(=C(C=C1OC)OC)Cl)C1=CC2=C(N=C(N=C2)N[C@@H]2COCC[C@@H]2NC(C=C)=O)C(=N1)CCNC(C)C